1-phenyl-4-(p-tolyl)-3-butyn-2-one C1(=CC=CC=C1)CC(C#CC1=CC=C(C=C1)C)=O